N=1NN=C(C1)C12CC(C1)(C2)NC(OC(C)(C)C)=O tert-butyl N-[3-(2H-triazol-4-yl)-1-bicyclo[1.1.1]pentanyl]carbamate